N1=CC=C(C=C1)CNC(=O)NC1=CC=C(C=C1)S(=O)(=O)C1=CC=C(C=C1)OC(F)(F)F 1-Pyridin-4-ylmethyl-3-[4-(4-trifluoromethoxy-benzenesulfonyl)-phenyl]-urea